C(C=CC1=CC=CC=C1)NCC=CC1=CC=CC=C1 dicinnamyl-amine